Tert-butyl (S)-2-((S)-2-amino-5-(tert-butoxy)-5-oxopentanamido)octanoate N[C@H](C(=O)N[C@H](C(=O)OC(C)(C)C)CCCCCC)CCC(=O)OC(C)(C)C